C1(=CC=CC=C1)C1=NOC(=C1)CNC(=O)C=1C=NC=CC1 N-[(3-phenyl-isoxazol-5-yl)-methyl]-pyridine-3-carboxamide